Sulfoethyl ether S(=O)(=O)(O)CCOCCS(=O)(=O)O